diallyl-tartaric diamide C(C=C)C(C(C(=O)N)(O)CC=C)(O)C(=O)N